3-azidopyridine N(=[N+]=[N-])C=1C=NC=CC1